4-aza-11-oxa-docosapentaenoic acid C(C=CN=CC=CC=CCOC=CCCCCCCCCC)(=O)O